C1(=CC=CC=C1)[P](C1=CC=C(C=C1)C)=O phenyl-(p-tolyl)phosphorus oxide